osmium phosphine P.[Os]